C1(=CC=CC=C1)C(=CC1=CC=C(C=C1)C1=CC=C(C=C1)C=C(C1=CC=CC=C1)C1=CC=CC=C1)C1=CC=CC=C1 4,4'-bis(2,2'-diphenylvinyl)-biphenyl